1,4-di(2-ethylhexyl) succinate C(CCC(=O)OCC(CCCC)CC)(=O)OCC(CCCC)CC